N1=C(C=CC=C1)/C=C/C(=O)O (E)-pyridine-2-acrylic acid